N1CCC(CC1)OC1=CC(=NC=C1)NCC=1C=C2C=CN=C(C2=CC1)N 6-(((4-(piperidin-4-yloxy)pyridin-2-yl)amino)methyl)isoquinolin-1-amine